3-(1H-Benzo[d]imidazol-2-yl)-3-(2-hydroxy-5-methylphenyl)-1-methylindolin-2-one N1C(=NC2=C1C=CC=C2)C2(C(N(C1=CC=CC=C21)C)=O)C2=C(C=CC(=C2)C)O